BrC1=C2C=CC=NC2=C(C=C1C)Cl 5-Bromo-8-chloro-6-methyl-quinoline